C(C)(=O)ON=C(C)C=1C=CC=2N(C3=CC=C(C=C3C2C1)C(C1=C(C=CC=C1)C)=O)CC 1-[9-ethyl-6-(2-methylbenzoyl)-9H-carbazole-3-yl]-ethanone-1-(acetyl oxime)